2-((1S,2S)-2-aminocyclohexyl)-3-bromo-5-chloro-N-(cyclopent-1-en-1-ylmethyl)thieno[3,2-b]pyridin-7-amine N[C@@H]1[C@H](CCCC1)C1=C(C2=NC(=CC(=C2S1)NCC1=CCCC1)Cl)Br